FC=1C(=NC(=NC1)NC1=CC=C(C=C1)OCCOC)NC=1C=C(C=CC1)NCCCCC(=O)NO 5-((3-((5-fluoro-2-((4-(2-methoxyethoxy)phenyl)amino)pyrimidin-4-yl)amino)phenyl)amino)N-hydroxypentanamide